4,4-Difluorocyclohexane-1-ol FC1(CCC(CC1)O)F